N1C(=NC2=C1C=CC=C2)C2(C(N(C1=CC(=CC=C21)OC)C)=O)C2=C(C=CC=C2)O 3-(1H-Benzo[d]imidazol-2-yl)-3-(2-hydroxyphenyl)-6-methoxy-1-methylindolin-2-one